BrC=1C=C(C2=C(CN(C(CO2)=O)CC2=CC(=NC=C2)OC)C1C)Cl 7-Bromo-9-chloro-4-[(2-methoxypyridin-4-yl)methyl]-6-methyl-2,5-dihydro-1,4-benzoxazepin-3-one